O1CNC2=C1C=CC=C2 2,3-dihydrobenzo[d]Oxazole